COC(=O)C=1C=C2N(C(CNC2=CC1)=O)CC 4-ethyl-3-oxo-1,2,3,4-tetrahydroquinoxaline-6-carboxylic acid methyl ester